COCCOCCO 2-(methoxyethoxy)ethanol